4-(hydroxymethyl)thiazole-2-sulfonamide OCC=1N=C(SC1)S(=O)(=O)N